C(C)N(C1=CC=C(C=C1)NCC)CC N,N,N'-triethyl-1,4-phenylenediamine